3-(methacryloyloxyethyl)-3-ethyl-oxetane C(C(=C)C)(=O)OCCC1(COC1)CC